2-(((1R)-1-(2-cyano-3-(5,5-difluoro-2-azabicyclo[2.2.2]octan-2-yl)-7-methylquinoxalin-5-yl)ethyl)amino)benzoic acid C(#N)C1=NC2=CC(=CC(=C2N=C1N1C2CC(C(C1)CC2)(F)F)[C@@H](C)NC2=C(C(=O)O)C=CC=C2)C